4-(4-Chlorophthalazin-1-yl)-3-(ethoxymethoxy)benzonitrile ClC1=NN=C(C2=CC=CC=C12)C1=C(C=C(C#N)C=C1)OCOCC